2-trifluoromethyl-4,4-diaminobiphenyl FC(C1=C(C=CC(C1)(N)N)C1=CC=CC=C1)(F)F